O1CCOC2=C1C=CC(=C2)C2=CC(=NC=C2)C(=O)NC=2C=C(C=C(C2)N2C=NC(=C2)C)CN2C[C@H](CCC2)NC(OC(C)(C)C)=O tert-butyl N-[(3S)-1-({3-[4-(2,3-dihydro-1,4-benzodioxin-6-yl)pyridine-2-amido]-5-(4-methyl-1H-imidazol-1-yl)phenyl}methyl)piperidin-3-yl]carbamate